ditert-butylphosphite C(C)(C)(C)OP(OC(C)(C)C)[O-]